methyl 6-chloro-1-methyl-1H-pyrrolo[2,3-b]pyridine-4-carboxylate ClC=1C=C(C2=C(N1)N(C=C2)C)C(=O)OC